ClC=1C(=C(C=CC1)NC1=C(C(=O)NC2=C(C=C(C=C2)N2CC(NCC2)(C)C)OC)C=CC=C1)C 2-((3-chloro-2-methylphenyl)amino)-N-(2-methoxy-4-(3,3-dimethylpiperazin-1-yl)phenyl)benzamide